ClC=1C=C(C[C@H]2N(CCCC2)C[C@@H](COC2=CC=C(C=C2)S(=O)(=O)C)O)C=CC1 (S)-1-((S)-2-(3-chlorobenzyl)piperidin-1-yl)-3-(4-(methylsulfonyl)phenoxy)propan-2-ol